N1N=CC2=CC=C(C=C12)C1=NC(=NO1)C1=CC=C(C=C1)CC(C(=O)O)N 3-(4-(5-(1H-indazol-6-yl)-1,2,4-oxadiazol-3-yl)phenyl)-2-aminopropanoic acid